(methylaminomethyl)cyclopropanol CNCC1(CC1)O